CN(C(CC)=O)CC1=CC=C(C=C1)C1=CC=C(C=C1)C(=O)NCC=1C=NC=CC1 4'-((N-methylpropanamido)methyl)-N-(pyridin-3-ylmethyl)-[1,1'-biphenyl]-4-carboxamide